C1=C(C=CC2=CC=CC=C12)CN 1-(2-naphthyl)methanamine